ClC=1C=C(C=CC1)C=1N=NN(C1)[C@@H]1CCO[C@]12O[C@@H]([C@@H]([C@@H]([C@H]2O)N2N=NC(=C2)C2=CC(=C(C(=C2)F)F)F)O)CO (4R,5S,7R,8R,9S,10R)-4-(4-(3-chlorophenyl)-1H-1,2,3-triazol-1-yl)-7-(Hydroxymethyl)-9-(4-(3,4,5-trifluorophenyl)-1H-1,2,3-triazol-1-yl)-1,6-dioxaspiro[4.5]decane-8,10-diol